((2R,3S,4R,5R)-3-(benzoyloxy)-5-(2,6-dichloro-9H-purin-9-yl)-4-methyltetrahydrofuran-2,4-diyl)bis(methylene)dibenzoate C(C1=CC=CC=C1)(=O)O[C@@H]1[C@H](O[C@H]([C@]1(C)CC1=C(C(=O)[O-])C=CC=C1)N1C2=NC(=NC(=C2N=C1)Cl)Cl)CC1=C(C(=O)[O-])C=CC=C1